C(#N)CC(=O)NC1=CC(=CC=C1)C1=NC=NC(=C1)NC=1C=NN(C1)C 2-cyano-N-(3-(6-((1-methyl-1H-pyrazol-4-yl)amino)pyrimidin-4-yl)phenyl)acetamide